(S)- and (R)-2-(1,1-bis(2-chlorophenyl)propan-2-yl)-5-hydroxy-N-(isooxazol-4-yl)-1-methyl-6-oxo-1,6-dihydropyrimidine-4-carboxamide ClC1=C(C=CC=C1)C([C@H](C)C=1N(C(C(=C(N1)C(=O)NC=1C=NOC1)O)=O)C)C1=C(C=CC=C1)Cl |r|